ClC1=C(C(=O)C2C(CCCC2=O)=O)C=CC(=C1)S(=O)(=O)C 2-(2'-chloro-4'-methylsulphonylbenzoyl)-1,3-cyclohexanedione